1-(6,7-DIHYDRO-5H-PYRAZOLO[5,1-B][1,3]OXAZIN-3-YL)-N-(6-METHOXY-1-METHYL-1H-INDAZOL-7-YL)-1H-PYRAZOLE-4-SULFONAMIDE N1=CC(=C2OCCCN21)N2N=CC(=C2)S(=O)(=O)NC=2C(=CC=C1C=NN(C21)C)OC